4-(2-methyl-2,8-diazaspiro[4.5]decan-8-yl)-2-(pyridin-4-yl)-6-(2,2,2-trifluoroethyl)pyrido[3,4-d]pyrimidine CN1CC2(CC1)CCN(CC2)C=2C1=C(N=C(N2)C2=CC=NC=C2)C=NC(=C1)CC(F)(F)F